C1[C@@H]([C@H](C(=O)O1)CC2=CC3=C(C=C2)OCO3)[C@@H](C4=CC5=C(C=C4)OCO5)O The molecule is a lignan isolated from the leaves Piper sanguineispicum. It has a role as a plant metabolite. It is a lignan, a gamma-lactone and a member of benzodioxoles.